2,2'-dibromo-3,3'-bithiophene BrC=1SC=CC1C1=C(SC=C1)Br